1,3-di-cyclohexylurea C1(CCCCC1)NC(=O)NC1CCCCC1